(R)-9-methyl-6-oxo-N-(2-sulfamoyl-4-(2,2,2-trifluoroethoxy)phenyl)-6,7,8,9-tetrahydropyrido[3',2':4,5]pyrrolo[1,2-a]pyrazine-2-carboxamide C[C@@H]1CNC(C=2N1C1=C(C2)C=CC(=N1)C(=O)NC1=C(C=C(C=C1)OCC(F)(F)F)S(N)(=O)=O)=O